BrC=1C(=CC=2C(=NSC2N2CCNCC2)C1F)Cl 6-bromo-5-chloro-7-fluoro-3-(piperazin-1-yl)benzo[c]isothiazole